FC1=CC=C(C=C1)[C@H]1C2=C(N(C([C@H]1NC(C1=CC(=CC=C1)C)=O)=O)C(C)C)N(N=C2C)C2=CC=CC=C2 N-[(4S,5S)-4-(4-fluorophenyl)-3-methyl-6-oxo-1-phenyl-7-(propan-2-yl)-1H,4H,5H,6H,7H-pyrazolo[3,4-b]pyridin-5-yl]-3-methylbenzamide